N=1C=CN2C=NC=CC21 Imidazo[1,2-c]pyrimidine